7-(4,4,5,5-tetramethyl-1,3,2-dioxaborolan-2-yl)-2,3-dihydro-1H-indene-4-amine CC1(OB(OC1(C)C)C1=CC=C(C=2CCCC12)N)C